O=C1N(C(C2=CC=CC=C12)=O)CC(C#CC1(CC1)NC([O-])=O)O 1-[4-(1,3-dioxoisoindol-2-yl)-3-hydroxybut-1-yn-1-yl]cyclopropylcarbamate